C(C)(C)(C)OC(=O)N1[C@@H]2C(N[C@H](C1)CC2)C.CC=2C=CC1=C3C(C(C(=C1C2)OC(=O)CCCC)=O)=C2C=CC=CC2=C(C3=O)OC(=O)CCCC 2-methyl-5,11-dioxo-6,12-bis(n-butylcarbonyloxy)naphthonaphthalene tert-butyl-(1S,4S)-6-methyl-2,5-diazabicyclo[2.2.2]octane-2-carboxylate